N,N-dimethyl-7-nitro-2,3-dihydrobenzofuran-5-sulfonamide CN(S(=O)(=O)C=1C=C(C2=C(CCO2)C1)[N+](=O)[O-])C